O.C(CC(O)(C(=O)[O-])CC(=O)[O-])(=O)[O-].[Fe+3] Iron (III) Citrate Hydrate